N-(3-chloro-5-methylbenzyl)-2-(2,5-dimethoxy-4-methylphenyl)propan-1-amine ClC=1C=C(CNCC(C)C2=C(C=C(C(=C2)OC)C)OC)C=C(C1)C